CC1(OB(OC1(C)C)C1=C(C(=O)OC)C=CC(=C1)Cl)C methyl 2-(4,4,5,5-tetramethyl-1,3,2-dioxaborolan-2-yl)-4-chlorobenzoate